9-hydroxy-N-(1-((4-hydroxy-3-oxo-1-(2-oxopyrrolidin-3-yl)butan-2-yl)amino)-4,4-dimethyl-1-oxopentan-2-yl)-9H-fluorene-9-carboxamide OC1(C2=CC=CC=C2C=2C=CC=CC12)C(=O)NC(C(=O)NC(CC1C(NCC1)=O)C(CO)=O)CC(C)(C)C